C(C)OC1([SiH2]CCC1)OCC 2,2-diethoxysilacyclopentane